5-fluoro-2-[(oxan-4-ylsulfanyl)methyl]-3H-quinazolin-4-one FC1=C2C(NC(=NC2=CC=C1)CSC1CCOCC1)=O